[4-[[Tert-butyl (dimethyl) silyl] oxymethyl] cyclohexyl] methanesulfonate CS(=O)(=O)OC1CCC(CC1)CO[Si](C)(C)C(C)(C)C